N[C@@H](C(=O)OC)CNC(C1=CC(=CC(=C1)F)C1=CN=NN1CC)=O (R)-methyl 2-amino-3-(3-(1-ethyl-1H-1,2,3-triazol-5-yl)-5-fluorobenzamido)propanoate